C(C)(C)(C)C(COCCOCC#CC1=CC=C2C3=C(N(C2=C1)C1C(NC(CC1)=O)=O)N=CC=C3)NC([O-])=O 1-tert-butyl(2-(2-((3-(9-(2,6-dioxopiperidin-3-yl)-9H-pyrido[2,3-b]indol-7-yl) prop-2-yn-1-yl)oxy)ethoxy)ethyl)carbamate